N-(3-chloro-2,4-difluorobenzyl)-1-hydroxy-2,15-dioxo-2,6,7,8,9,15-hexahydro-6,14-methanobenzo[e]pyrido[1,2-a][1,4]diazecine-3-carboxamide ClC=1C(=C(CNC(=O)C=2C(C(=C3N(C4CCCC5=C(N(C3=O)C4)C=CC=C5)C2)O)=O)C=CC1F)F